4-[(3-Bromopyrazin-2-yl)oxymethyl]-3-fluoro-benzonitrile BrC=1C(=NC=CN1)OCC1=C(C=C(C#N)C=C1)F